COC(=O)[C@H]1N(C[C@@H](C1)OC(F)F)C(=O)OCC1=CC=CC=C1 (2S,4R)-4-(difluoromethoxy)pyrrolidine-1,2-dicarboxylic acid 1-benzyl ester 2-methyl ester